NC1(CCN(CC1)C1=NC(=C(C(=N1)C(=O)NCC(=O)O)C1=C(C(=CC=C1)Cl)Cl)C)C (2-(4-Amino-4-methylpiperidin-1-yl)-5-(2,3-dichlorophenyl)-6-methylpyrimidine-4-carbonyl)glycine